racemic-methyl o-chloromandelate ClC1=C([C@H](C(=O)OC)O)C=CC=C1 |r|